N1C(NC12CCCCC2)=O diazaspiro[3.5]nonan-2-one